CC1=NOC(=C1)C=1C=C(C=CC1)C(=O)NCCN1CC2=CC=C(C=C2C1=O)C(=O)OCC Ethyl 2-(2-{[3-(3-methyl-1,2-oxazol-5-yl)phenyl]formamido}ethyl)-3-oxo-2,3-dihydro-1H-isoindole-5-carboxylate